C(#N)C1=CC=C(C=C1)N1CCC(CC1)CCC(=O)N 3-(1-(4-cyanophenyl)piperidin-4-yl)propanamide